(3S)-7-((3S,5R)-4-acryloyl-3,5-dimethylpiperazin-1-yl)-10-(5-chloro-2,4-difluorophenyl)-3-(methoxymethyl)-9-(trifluoromethyl)-2H-[1,4]thiazino[2,3,4-ij]quinazolin-5(3H)-one C(C=C)(=O)N1[C@H](CN(C[C@H]1C)C1=NC(N2C3=C(C(=C(C=C13)C(F)(F)F)C1=C(C=C(C(=C1)Cl)F)F)SC[C@@H]2COC)=O)C